C(C)OC=1C(=NC=CC1)OC=1C=CC=2N(C1)N=C(N2)C(=O)NC2(CS(C2)(=O)=O)C 6-[(3-ethoxy-2-pyridyl)oxy]-N-(3-methyl-1,1-dioxo-thietan-3-yl)-[1,2,4]triazolo[1,5-a]pyridine-2-carboxamide